C(#N)N1CC(CCC1)(C(=O)NC=1N=CN(C1)C1=CC=CC=C1)F 1-cyano-3-fluoro-N-(1-phenyl-1H-imidazol-4-yl)piperidine-3-carboxamide